2-(3-fluoro-5-(3-hydroxyoxetan-3-yl)-2-methoxyphenyl)-2-((R)-3-(methyl(5-(5,6,7,8-tetrahydro-1,8-naphthyridin-2-yl)pentyl)amino)pyrrolidin-1-yl)acetic acid FC=1C(=C(C=C(C1)C1(COC1)O)C(C(=O)O)N1C[C@@H](CC1)N(CCCCCC1=NC=2NCCCC2C=C1)C)OC